trifluorodichloropropane FC(C(C)(Cl)Cl)(F)F